CN(CCC=1C(=NC(N(C1)C(C(=O)OC)CC(C)C)=O)C(F)(F)F)C methyl 2-(5-(2-(dimethylamino) ethyl)-2-oxo-4-(trifluoromethyl) pyrimidin-1(2H)-yl)-4-methylpentanoate